O1C(OCC1)CCCC1=CC(=NC(=N1)C1=CC=C(C=C1)N1N=CC=C1)C(=O)N1CCN(CC1)S(=O)(=O)C (6-(3-(1,3-dioxolan-2-yl)propyl)-2-(4-(1H-pyrazol-1-yl)phenyl)pyrimidin-4-yl)(4-(Methylsulfonyl)piperazin-1-yl)methanone